NC1=NC(=NN1C)N1[C@H](C(NC2=C(C1)C=CC=C2)=O)[C@@H](C)CC (S)-4-(5-amino-1-methyl-1H-1,2,4-triazol-3-yl)-3-((S)-sec-butyl)-1,3,4,5-tetrahydro-2H-benzo[e][1,4]diazepin-2-one